3,4-dihydroxyphenylpropionyl chloride OC=1C=C(C=CC1O)CCC(=O)Cl